C1(CCCCC1)C(NC1=CC=CC=C1)C1=CC=CC=C1 N-(cyclohexyl-(phenyl)methyl)aniline